tert-butyl 1-methyl-4-(3-methyl-2-oxo-2,3-dihydro-1H-pyrido[2,3-b][1,4]oxazin-6-yl)-1H-1,2,3-triazole-5-carboxylate CN1N=NC(=C1C(=O)OC(C)(C)C)C=1C=CC2=C(OC(C(N2)=O)C)N1